heptadecyl ether sodium sulfate S(=O)(=O)([O-])[O-].[Na+].C(CCCCCCCCCCCCCCCC)OCCCCCCCCCCCCCCCCC.[Na+]